NC1=C(C(=O)N)C(=CC=N1)CC1=CC=C2C(NC(NC2=C1)=O)(C(F)(F)F)C#CC1CC1 2-amino-4-((4-(cyclopropylethynyl)-2-oxo-4-(trifluoromethyl)-1,2,3,4-tetrahydroquinazolin-7-yl)methyl)nicotinamide